5-chloro-2-((1-methyl-1H-1,2,4-triazol-3-yl)methyl)-6-(2,4,5-trifluorobenzyl)-1,2,4-triazin-3(2H)-one ClC1=NC(N(N=C1CC1=C(C=C(C(=C1)F)F)F)CC1=NN(C=N1)C)=O